COC1=C(C=C(C2=C1CCO2)CC2=CC=C(C=C2)C=2N=NN(C2)C)C(=O)N[C@H]2CCOC[C@@H]2O 1,5-anhydro-2,3-dideoxy-3-(((4-methoxy-7-(4-(1-methyl-1H-1,2,3-triazol-4-yl)benzyl)-2,3-dihydro-1-benzofuran-5-yl)carbonyl)amino)-L-threo-pentitol